C(C)OC(=O)C1=[N+](C2=CC(=CC=C2C=C1)C(F)(F)F)[O-] (ethoxycarbonyl)-7-(trifluoromethyl)quinoline 1-oxide